2,5-bis-(4-fluorophenyl)phenol FC1=CC=C(C=C1)C1=C(C=C(C=C1)C1=CC=C(C=C1)F)O